4-(benzo[d]thiazol-6-ylamino)-5-((tetrahydro-2H-pyran-4-yl)oxy)quinazolin-7-yl 4-methylpiperazine-1-carboxylate CN1CCN(CC1)C(=O)OC1=CC(=C2C(=NC=NC2=C1)NC1=CC2=C(N=CS2)C=C1)OC1CCOCC1